(2S)-3-(5-chlorothiophen-2-yl)-2-(9H-fluoren-9-yl-methoxycarbonyl-amino)propanoic acid ClC1=CC=C(S1)C[C@@H](C(=O)O)N(C(=O)OC)C1C2=CC=CC=C2C=2C=CC=CC12